N[C@@H]1CCC(N(C1)C)=O |r| (R and S)-5-amino-1-methylpiperidin-2-one